BrC=1C(N(C(=CC1OCC1=C(C=C(C=C1)F)F)C)CC1=CC=C(C(=O)NCCO)C=C1)=O 4-{[3-bromo-4-[(2,4-difluorobenzyl)oxy]-6-methyl-2-oxopyridin-1(2H)-yl]methyl}-N-(2-hydroxyethyl)benzamide